3-(6-((2-(2-(2-(2-(2,3-difluoro-6-(2-morpholinothiazol-4-yl)phenoxy)ethoxy)ethoxy)ethoxy)ethyl)amino)-4-oxobenzo[d][1,2,3]triazin-3(4H)-yl)piperidine-2,6-dione FC1=C(OCCOCCOCCOCCNC2=CC3=C(N=NN(C3=O)C3C(NC(CC3)=O)=O)C=C2)C(=CC=C1F)C=1N=C(SC1)N1CCOCC1